CC(C)C1C(CCC1)O 2-2-propyl-cyclopentanol